C(CCCCC\C=C\CCCCCC)=O (E)-7-tetradecenal